IC1=CC=C(C=C1)C1=NOC(=N1)C(F)(F)F 3-(4-iodophenyl)-5-(trifluoromethyl)-1,2,4-oxadiazole